3,5-difluoro-4-[[4-methyl-5-[3-(4-methyl-4-oxido-piperazin-4-ium-1-yl)phenyl]-1,2,4-triazol-3-yl]sulfanyl]benzenecarbohydroxamic acid FC=1C=C(C=C(C1SC1=NN=C(N1C)C1=CC(=CC=C1)N1CC[N+](CC1)([O-])C)F)C(=O)NO